(2-(benzyloxy)ethyl)-N-methyl-1H-imidazole-1-sulfonamide C(C1=CC=CC=C1)OCCC=1N(C=CN1)S(=O)(=O)NC